2-(2,2-Difluoro-propyl)-6-(2'-methoxy-4'-methyl-3,4,5,6-tetrahydro-2H-[1,3']bipyridinyl-4-yl)-4-(2-trifluoromethylbenzyl)-2,4,6,7-tetrahydro-pyrazolo[4,3-d]pyrimidin-5-one FC(CN1N=C2C(N(C(N(C2)C2CCN(CC2)C=2C(=NC=CC2C)OC)=O)CC2=C(C=CC=C2)C(F)(F)F)=C1)(C)F